ClC=1C(=NC=CN1)C=1OC(C(N(N1)C)=O)(C)C 2-(3-chloropyrazin-2-yl)-4,6,6-trimethyl-1,3,4-oxadiazin-5-one